(1S,2S,4S)-2-amino-4-(trifluoromethoxy)cyclopentane-1-ol hydrochloride Cl.N[C@@H]1[C@H](C[C@H](C1)OC(F)(F)F)O